FC(C1=NC(=NO1)C=1C=C2CCC(C2=CC1)NC(=O)C1=NC=CN=C1C)F N-(5-(5-(difluoromethyl)-1,2,4-oxadiazol-3-yl)-2,3-dihydro-1H-inden-1-yl)-3-methylpyrazine-2-carboxamide